BrC1=CC=2C(C3=CC(=CC=C3C2C=C1)Br)(CCOC1OCCCC1)CCOC1OCCCC1 2-{2-[2,7-dibromo-9-(2-perhydro-2H-pyran-2-yloxyethyl)fluorene-9-yl]Ethoxy}perhydro-2H-pyran